NCC1=CC=C(C=C1)C1=CC(=CC(=C1)C)S(=O)(=O)N1CCC2(CC(CO2)NC[C@@H](COC=2C=C(C=CC2)S(=O)(=O)NC)O)CC1 3-((2S)-3-(8-(4'-(aminomethyl)-5-methylbiphenyl-3-ylsulfonyl)-1-oxa-8-azaspiro[4.5]decan-3-ylamino)-2-hydroxypropoxy)-N-methylbenzenesulfonamide